4-bromo-3-chloropyrazolo[1,5-a]pyridin-6-ol BrC=1C=2N(C=C(C1)O)N=CC2Cl